2,2-dimethyl-N-(3-methylphenyl)-3-[7-oxo-2-{[(1S)-1-phenylethyl]amino}pyrido[2,3-d]pyrimidin-8(7H)-yl]propionamide CC(C(=O)NC1=CC(=CC=C1)C)(CN1C(C=CC2=C1N=C(N=C2)N[C@@H](C)C2=CC=CC=C2)=O)C